COC1=CC=C2C(=CN(C2=C1)S(=O)(=O)C1=CC=C(C)C=C1)CC1=CC(=C(C(=C1)C)O)C 4-((6-methoxy-1-p-toluenesulfonyl-1H-indol-3-yl)methyl)-2,6-dimethylphenol